N1C(=NC2=C1C=CC=C2)CN(CCNC2=NC=C(C=C2)[N+](=O)[O-])C2CCCC=1C=CC=NC21 N1-(1H-Benzimidazol-2-ylmethyl)-N2-(5-nitro-pyridin-2-yl)-N1-(5,6,7,8-tetrahydro-quinolin-8-yl)-ethane-1,2-diamine